N1=CC(=CC=C1)C1=CC=C(C=C1)C1=CC(=CC2=C1N=C1N2C=CC=C1)C1=CC=C(C=C1)C=1C=NC=CC1 6,8-bis{4-(pyridin-3-yl)phenyl}-benzo[4,5]imidazo[1,2-a]pyridine